S1C=CN2C1=NC=CC2 5H-thiazolo[3,2-a]pyrimidin